(S)-3-(4-((S)-2,2,2-trifluoro-1-methoxyethyl)-3-((2-(trifluoromethyl)pyrimidin-5-yl)amino)phenyl)pentanoic acid FC([C@@H](OC)C1=C(C=C(C=C1)[C@H](CC(=O)O)CC)NC=1C=NC(=NC1)C(F)(F)F)(F)F